FC(OC1=CC=C(C=C1)C1=CN=C2N1C=CN=C2NC2=CC(=C(C(=O)N(CCC1CCN(CC1)CCC(=O)O)C)C=C2)C)F 3-[4-[2-[[4-[[3-[4-(difluoromethoxy)phenyl]imidazo[1,2-a]pyrazin-8-yl]amino]-2-methylbenzoyl]-methyl-amino]ethyl]-1-piperidyl]propanoic acid